N1-isobutyl-N3-methyl-N3-((1-((2-(trimethylsilyl)ethoxy)methyl)-1H-imidazol-5-yl)methyl)benzene-1,3-diamine C(C(C)C)NC1=CC(=CC=C1)N(CC1=CN=CN1COCC[Si](C)(C)C)C